C(C)(C)(C)OC(=O)N1CC(NCC1)C(=O)O 4-(tert-butyloxycarbonyl)piperazine-2-carboxylic acid